FC(C=1C(=C(C=CC1)[C@@H](C)NC1=NN(C(C=2C1=CN(C(C2)=O)C2(CNC2)C)=O)C)F)F (R)-4-((1-(3-(difluoromethyl)-2-fluorophenyl)ethyl)amino)-2-methyl-6-(3-methylazetidin-3-yl)pyrido[3,4-d]pyridazin-1,7(2H,6H)-dione